(S)-5-Chloro-4-methyl-N-(3-(1-((4-methyl-4H-1,2,4-triazol-3-yl)thio)ethyl)phenyl)picolinamide ClC=1C(=CC(=NC1)C(=O)NC1=CC(=CC=C1)[C@H](C)SC1=NN=CN1C)C